CS(=O)(=O)OC1CC2N(C(C1)C2)C(NC2=CC(=C(C=C2)C)C=2C=NC=C(C2)F)=O trans-6-((3-(5-fluoropyridin-3-yl)-4-methylphenyl)carbamoyl)-6-azabicyclo[3.1.1]heptan-3-yl methanesulfonate